(5RS)-2-[(6-Chloropyridin-3-yl)methyl]-3-oxo-2,3,5,6,7,8-hexahydro[1,2,4]triazolo[4,3-a]pyridine-5-carboxylic acid ClC1=CC=C(C=N1)CN1N=C2N([C@H](CCC2)C(=O)O)C1=O |r|